4-(3-(2-(3-(Isocyanomethyl)-4-methylphenoxy)ethyl)piperidin-1-yl)-4-oxobutanoic acid [N+](#[C-])CC=1C=C(OCCC2CN(CCC2)C(CCC(=O)O)=O)C=CC1C